1,1-diphenyl ethylene oxide C1(=CC=CC=C1)C1(CO1)C1=CC=CC=C1